6-bromo-4-chloro-1H-pyrrolo[2,3-b]pyridine BrC1=CC(=C2C(=N1)NC=C2)Cl